4-(1-(6-Fluoro-1-methyl-[1,2,4]triazolo[4,3-a]quinazolin-5-yl)-1,2,3,5-tetrahydrobenzo[e][1,4]oxazepin-6-yl)-2-methylbut-3-yn-2-amine FC1=C2C(=NC=3N(C2=CC=C1)C(=NN3)C)N3CCOCC1=C3C=CC=C1C#CC(C)(N)C